2-(3-isopropylsulfonyl-5-trifluoromethylpyridin-2-yl)-3-methyl-6-pentafluoroethyl-3H-imidazo[4,5-b]pyridine C(C)(C)S(=O)(=O)C=1C(=NC=C(C1)C(F)(F)F)C1=NC=2C(=NC=C(C2)C(C(F)(F)F)(F)F)N1C